2-(((S)-1-(2-((s)-2-methylazetidin-1-yl)-6-(trifluoromethyl)pyrimidin-4-yl)pyrrolidin-3-yl)oxy)-1-(piperazin-1-yl)ethan-1-one C[C@@H]1N(CC1)C1=NC(=CC(=N1)N1C[C@H](CC1)OCC(=O)N1CCNCC1)C(F)(F)F